(1S,5R)-3-Methyl-1-(4-(4,4,5,5-tetramethyl-1,3,2-dioxaborolan-2-yl)phenyl)-3-azabicyclo[3.1.0]hexane CN1C[C@]2(C[C@H]2C1)C1=CC=C(C=C1)B1OC(C(O1)(C)C)(C)C